[Al].C(C)[N+](CC1=CC(=CC=C1)S(=O)(=O)[O-])=C1C=CC(C=C1)=C(C1=C(C(=CC=C1)S(=O)(=O)O)[Na])C1=CC=C(C=C1)N(CC1=C(C(=CC=C1)[Na])S(=O)(=O)O)CC N-ethyl-N-[4-[[4-[ethyl[(3-sodiosulfophenyl)methyl]amino]phenyl](2-sodiosulfophenyl)methylene]-2,5-cyclohexadien-1-ylidene]-3-sulfonatobenzenemethanaminium aluminum